CN1C=CC=2C1=NC(=C(C2)C)OC2CCC1(CN(C1)C(=O)C1CC(C1)(C)O)CC2 (7-((1,5-Dimethyl-1H-pyrrolo[2,3-b]pyridin-6-yl)oxy)-2-azaspiro[3.5]nonan-2-yl)((1s,3s)-3-hydroxy-3-methylcyclobutyl)methanone